OC1C=2N(CCCC1)N=C1C2CN([C@@H](C1)C)C(=O)OC(C)(C)C (3R)-tert-Butyl 11-hydroxy-3-methyl-3,4,8,9,10,11-hexahydro-1H-pyrido[4',3':3,4]-pyrazolo[1,5-a]azepine-2(7H)-carboxylate